C(N)(=O)C=1C=C2C(=CC=NC2=CC1OCCO)OC1=C(C=C(C=N1)NC(=O)C1(CC1)C(=O)NC1=CC=C(C=C1)F)F 1-N'-[6-[6-carbamoyl-7-(2-hydroxyethoxy)quinolin-4-yl]oxy-5-fluoropyridin-3-yl]-1-N-(4-fluorophenyl)cyclopropane-1,1-dicarboxamide